2-[({3-Ethyl-5-[1-(trifluoromethyl)cyclopropyl]pyridine-4-yl}methyl)sulfanyl]-3H,5H,6H,7H-cyclopenta[d]pyrimidin-4-one C(C)C=1C=NC=C(C1CSC=1NC(C2=C(N1)CCC2)=O)C2(CC2)C(F)(F)F